C(C=C)(=O)NC(CS(=O)(=O)O)CC 2-acrylamidobutanesulfonic acid